[F-].[F-].[F-].[F-].[Ti+4] Titanium Tetrafluoride